O=C1C=CC2=C(N=C(N=C2)N[C@@H](C)C2=CC=C(C=C2)[C@H](CC)N2CCN(CC2)C(=O)OC2=CC=CC=C2)N1C(C)C Phenyl 4-[(1S)-1-{4-[(1S)-1-{[7-oxo-8-(propan-2-yl)-7,8-dihydropyrido[2,3-d]pyrimidin-2-yl]amino}ethyl]phenyl} propyl]piperazine-1-carboxylate